2-((1-(4-(3-hydroxyoxetan-3-yl)benzoyl)piperidin-4-yl)oxy)-5-(trifluoromethyl)pyrimidine-4-carbonitrile OC1(COC1)C1=CC=C(C(=O)N2CCC(CC2)OC2=NC=C(C(=N2)C#N)C(F)(F)F)C=C1